C(C)(C)(C)OC(=O)N=S(=O)(C1=NC=CC=C1)C1=CC=C(C(=O)O)C=C1 4-[N-tert-butoxycarbonyl-S-(2-pyridyl)sulfonimidoyl]benzoic Acid